3-pyrrolidin-1-ylpropyl 6-[5-(6-methyl-2-pyridyl)-1H-pyrazol-4-yl]quinoline-3-carboxylate CC1=CC=CC(=N1)C1=C(C=NN1)C=1C=C2C=C(C=NC2=CC1)C(=O)OCCCN1CCCC1